2-[5-[6-(2,6-Dimethyl-phenyl)-8-(3-hydroxy-propyl)-7-oxo-5,6,7,8-tetrahydro-pyrimido[4,5-d]pyrimidin-2-ylamino]-2-(4-methyl-piperazin-1-yl)-phenyl]-propionic acid methyl ester COC(C(C)C1=C(C=CC(=C1)NC=1N=CC2=C(N(C(N(C2)C2=C(C=CC=C2C)C)=O)CCCO)N1)N1CCN(CC1)C)=O